7-(Dimethoxymethyl)-N-(5-iodo-4-isopropoxypyridin-2-yl)-3,4-dihydro-1,8-naphthyridine-1(2H)-carboxamide COC(C1=CC=C2CCCN(C2=N1)C(=O)NC1=NC=C(C(=C1)OC(C)C)I)OC